FC=1C=CC(=C(C1)CO)C=1C=NC=2N(C1)C=C(N2)COC=2C=NC=C(C2)F [5-fluoro-2-[2-[(5-fluoro-3-pyridyl)oxymethyl]imidazo[1,2-a]pyrimidin-6-yl]phenyl]methanol